2-[(4S)-4-deutero-4-[[6-oxo-5-(trifluoromethyl)-1H-pyridazin-4-yl]amino]pentyl]-7,8-difluoro-6-[5-(trifluoromethyl)pyrimidin-2-yl]isoquinolin-1-one [2H][C@@](CCCN1C(C2=C(C(=C(C=C2C=C1)C1=NC=C(C=N1)C(F)(F)F)F)F)=O)(C)NC=1C=NNC(C1C(F)(F)F)=O